L-5-aminotetrazole NC1=NN=NN1